FC(OC1=C(C=CC(=C1)N1CCC(CC1)N1CCN(CC1)C)NC1=NC=C(C(=N1)NC1=C(SC=C1)C(=O)N)C(F)(F)F)F 3-((2-((2-(difluoromethoxy)-4-(4-(4-methylpiperazin-1-yl)piperidin-1-yl)phenyl)amino)-5-(trifluoromethyl)pyrimidin-4-yl)-amino)thiophene-2-carboxamide